C(=O)C1=C(O)C(=C(C(=C1O)C=O)O)C=O 2,4,6-Triformyl-phloroglucinol